C1(=CC=CC=C1)S(=O)(=O)N1CC(C1)N1N=CC(=C1)B1OC(C(O1)(C)C)(C)C 1-(1-(benzenesulfonyl)azetidin-3-yl)-4-(4,4,5,5-tetramethyl-1,3,2-dioxaborolan-2-yl)-1H-pyrazole